(S)-methyl 6-(4-(2-((tert-butoxycarbonyl)amino)-3-(naphthalen-2-yl)propoxy)phenyl)quinoline-4-carboxylate C(C)(C)(C)OC(=O)N[C@H](COC1=CC=C(C=C1)C=1C=C2C(=CC=NC2=CC1)C(=O)OC)CC1=CC2=CC=CC=C2C=C1